2-(1-Cyclopropyl-4-fluoropiperidin-4-yl)-6-(8-fluoro-2-methylimidazo[1,2-a]pyridin-6-yl)pyrido[3,4-d]pyrimidin-4(3H)-one C1(CC1)N1CCC(CC1)(F)C=1NC(C2=C(N1)C=NC(=C2)C=2C=C(C=1N(C2)C=C(N1)C)F)=O